2-({4-[2-(Dimethylamino)ethoxy]phenyl}amino)-5-ethynyl-8-methylpyrido[2,3-d]pyrimidin-7-one CN(CCOC1=CC=C(C=C1)NC=1N=CC2=C(N1)N(C(C=C2C#C)=O)C)C